ClC=1C=C(C=CC1)C=1N=C(C(=NC1)C1=CC=CC=C1)C1=CC=CC=C1 5-(3-chlorophenyl)-2,3-diphenylpyrazine